(8S,11R,13S,14S,17R)-17-acetyl-13-methyl-11-(4-(methyl(8-oxooctyl)amino)-phenyl)-3-oxo-2,3,6,7,8,11,12,13,14,15,16,17-dodecahydro-1H-cyclopenta[a]phenanthren-17-yl acetate C(C)(=O)O[C@@]1(CC[C@H]2[C@@H]3CCC4=CC(CCC4=C3[C@H](C[C@]12C)C1=CC=C(C=C1)N(CCCCCCCC=O)C)=O)C(C)=O